(1S,3S)-3-((6-(3-methyl-4-(((4-methyl-5-phenylthiazol-2-yl)amino)methyl)isoxazol-5-yl)pyridin-3-yl)oxy)cyclohexane-1-carboxylic acid CC1=NOC(=C1CNC=1SC(=C(N1)C)C1=CC=CC=C1)C1=CC=C(C=N1)O[C@@H]1C[C@H](CCC1)C(=O)O